N1C=NC2=C1C=CC(=C2)NC(CN)C2=CC=C(C=C2)C2=CSC(=C2)C N1-(1H-benzimidazol-5-yl)-1-[4-(5-methylthiophen-3-yl)phenyl]ethane-1,2-diamine